C(C1=CC=CC=C1)(C1=CC=CC=C1)(C1=CC=CC=C1)N[C@H]1CO[C@H]2[C@@H]1OC[C@@H]2CNC(OCC2C1=CC=CC=C1C=1C=CC=CC21)=O (9H-fluoren-9-yl)methyl (((3S,3aR,6S,6aR)-6-(tritylamino)hexahydrofuro[3,2-b]furan-3-yl)methyl)carbamate